FC1=CC(=C(C=C1F)[N+](=O)[O-])OC 4,5-difluoro-2-methoxy-1-nitrobenzene